amino-2-(3,5-dichloro-4-((8-methyl-1-oxo-1,2,5,6,7,8-hexahydro-5,8-ethanoisoquinolin-4-yl)oxy)phenyl)-1,2,4-triazine-3,5(2H,4H)-dione NN1C(N(N=CC1=O)C1=CC(=C(C(=C1)Cl)OC1=CNC(C=2C3(CCC(C12)CC3)C)=O)Cl)=O